CN(C(C(=O)C1=CC=C(C=C1)N1CCOCC1)(CC)CC1=CC=C(C=C1)C)C 2-(dimethylamino)-2-(4-methylbenzyl)-1-(4-morpholinophenyl)butan-1-one